C(C1=CC=CC=C1)N1N=CC(=C1C(F)(F)F)C(CN1C(C=CC(=C1)C=C)=O)=O 1-(2-(1-benzyl-5-(trifluoromethyl)-1H-pyrazol-4-yl)-2-oxoethyl)-5-vinylpyridin-2(1H)-one